2-Chloro-5-methoxy-4-((4-(5-methyl-3-(trifluoromethyl)-1H-pyrazol-1-yl)benzyl)oxy)pyrimidine ClC1=NC=C(C(=N1)OCC1=CC=C(C=C1)N1N=C(C=C1C)C(F)(F)F)OC